C(C)(=O)C1=C(C=C(C=C1)Cl)C1=CC(N(C=C1OC)C(C(=O)NC1=CC=C(C(=O)O)C=C1)CC1=C(C=CC=C1Cl)Cl)=O 4-(2-(4-(2-acetyl-5-chlorophenyl)-5-methoxy-2-oxopyridin-1(2H)-yl)-3-(2,6-dichlorophenyl)propionylamino)benzoic acid